4-(1-methyl-1H-pyrazol-3-yl)-7-(methylsulfonyl)-2-(4-(trifluoromethyl)phenyl)-5,6,7,8-tetrahydropyrido[3,4-d]pyrimidine CN1N=C(C=C1)C=1C2=C(N=C(N1)C1=CC=C(C=C1)C(F)(F)F)CN(CC2)S(=O)(=O)C